1-cyclohexyl-2-(pyridin-2-yl)benzene-1,4-diamine C1(CCCCC1)C1(C(C=C(C=C1)N)C1=NC=CC=C1)N